NC=1C=2N(C3=CC(=CC=C3N1)C(=O)N(C(C)C=1N=NC(=CC1)C(F)(F)F)C1CC1)C=NC2 4-amino-N-cyclopropyl-N-(1-(6-(trifluoromethyl)pyridazin-3-yl)ethyl)imidazo[1,5-a]quinoxaline-8-formamide